P(=O)(OCC)(OCC)OCCCN diethyl (3-aminopropyl) phosphate